FC(C=1C=CC(=NC1)OC1=CC2=C(N=C(S2)NC(=O)C2C(C3C=CC2C3)C(=O)O)C=C1)(F)F 3-[[6-[[5-(trifluoromethyl)-2-pyridinyl]oxy]-1,3-benzothiazol-2-yl]carbamoyl]bicyclo[2.2.1]hept-5-ene-2-carboxylic acid